1-{4-[4-(benzylcarbamoyl)-1H-1,2,3-triazol-1-yl]-2-fluorobutyl}-N-{[4-(trifluoromethyl)pyridin-2-yl]methyl}-1H-1,2,3-triazole-4-carboxamide C(C1=CC=CC=C1)NC(=O)C=1N=NN(C1)CCC(CN1N=NC(=C1)C(=O)NCC1=NC=CC(=C1)C(F)(F)F)F